FC1=CC=C(OC2=CC=C(C(=O)NCC(=O)N3C(CCC3)C(=O)O)C=C2)C=C1 1-((4-(4-fluorophenoxy)benzoyl)glycyl)pyrrolidine-2-carboxylic acid